C(C)(C)(C)N([C@@H](CC1=CC=CC=C1)C(=O)O)C(C(=O)NC1=C(C=CC(=C1)Cl)[N+](=O)[O-])=O Tert-butyl-(2-((5-chloro-2-nitrophenyl)amino)-2-oxoacetyl)-L-phenylalanine